2-(4-(aminomethyl)phenyl)acetic acid methyl ester COC(CC1=CC=C(C=C1)CN)=O